Cl.ClC=1C=C(OC(CC)(C=2SC=CC2)N(C)C)C=CC1Cl (3,4-Dichlorophenoxy)-1-(thien-2-yl)-N,N-dimethylpropylamine hydrochloride